Glycerol Tri-L-Lactate C([C@@H](O)C)(=O)OCC(OC([C@@H](O)C)=O)COC([C@@H](O)C)=O